F[C@@H]1[C@@H](C[C@]2(CCC[C@@H]1N2C)C)OC2=CC=C(N=N2)C2=C(C=C(C=C2)N2C=NC=C2)O 2-(6-(((1R,3R,4S,5S)-4-fluoro-1,9-dimethyl-9-azabicyclo[3.3.1]nonan-3-yl)oxy)pyridazin-3-yl)-5-(1H-imidazol-1-yl)phenol